2-(4-benzyloxy-3,5-dimethylphenyl)-5-(2-dimethylamino-ethoxy)-7-fluoro-3H-quinazolin-4-one C(C1=CC=CC=C1)OC1=C(C=C(C=C1C)C1=NC2=CC(=CC(=C2C(N1)=O)OCCN(C)C)F)C